(3R)-3-amino-5-[(4-chlorophenyl)methyl]-8-fluoro-1,1-dioxo-7-[5-[[1-(2,2,2-trifluoroethyl)-3-piperidyl]amino]-1,3,4-oxadiazol-2-yl]-2,3-dihydro-1λ6,5-benzothiazepin-4-one N[C@H]1CS(C2=C(N(C1=O)CC1=CC=C(C=C1)Cl)C=C(C(=C2)F)C=2OC(=NN2)NC2CN(CCC2)CC(F)(F)F)(=O)=O